1-(2-(4-(bis(butylsulfanyl)methyl)-2-methoxyphenoxy)ethyl)-4-toluenesulfonylpiperazine C(CCC)SC(C1=CC(=C(OCCN2CCN(CC2)S(=O)(=O)CC2=CC=CC=C2)C=C1)OC)SCCCC